FC=1C=NC=2C=C(NC(C2C1)=O)C1CN(CC1)C1=CC(=NC=C1)C(=O)NC 4-(3-(3-fluoro-5-oxo-5,6-dihydro-1,6-naphthyridin-7-yl)pyrrolidin-1-yl)-N-methylpyridineamide